C1(=CCCCC1)C(=O)OCC(COC(=O)C1=CCCCC1)(COC(=O)C1=CCCCC1)COC(=O)C1=CCCCC1 pentaerythritol tetracyclohexeneformate